C1(CC1)N1N=C(C(=C1)C(C)NC1CCN(CC1)C1=C(C=CC=C1C)F)NCC1=C(C=CC=C1)C1CC1 {1-[1-Cyclopropyl-3-(2-cyclopropyl-benzylamino)-1H-pyrazol-4-yl]-ethyl}-[1-(2-fluoro-6-methyl-phenyl)-piperidin-4-yl]-amine